ClC=1C(=NC(=NC1)NC1CCN(CC1)S(=O)(=O)NC)C1=CC2=C(N=C3N2CCCN3C)C(=C1)F 4-((5-chloro-4-(9-fluoro-1-methyl-1,2,3,4-tetrahydrobenzo[4,5]imidazo[1,2-a]pyrimidin-7-yl)pyrimidin-2-yl)amino)-N-methylpiperidine-1-sulfonamide